C(C)(C)OC=1C(=CC2=C(C=C(S2)C(=O)OCC)C1)OC ethyl 5-isopropoxy-6-methoxy-1-benzothiophene-2-carboxylate